NC1=CC(=C(OC=2C=C(C=NC2)C(C)C)C(=C1)Cl)Cl 5-(4-amino-2,6-dichlorophenoxy)-3-isopropylpyridin